BrC=1C=C(C(=NC1)[N+](=O)[O-])O[C@H](C)C1=C(C=CC(=C1)F)C=1C(=NN(N1)C)CC1=NN2C(COCC2)=C1 (R)-2-((5-(2-(1-((5-bromo-2-nitropyridin-3-yl)oxy)ethyl)-4-fluorophenyl)-2-Methyl-2H-1,2,3-triazol-4-yl)methyl)-6,7-dihydro-4H-pyrazolo[5,1-c][1,4]oxazine